4-bromo-6-methyl-7-oxo-6,7-dihydro-5H-furo[2,3-f]isoindole-2-carboxamide BrC1=C2C(=CC=3C(N(CC13)C)=O)OC(=C2)C(=O)N